BrC1=C(C(=C(C=C1)C=C1CN(C1)CCCF)F)C 3-[(4-bromo-2-fluoro-3-methyl-phenyl)methylene]-1-(3-fluoropropyl)azetidine